methyl 4-decyl-2-hydroxybenzoate C(CCCCCCCCC)C1=CC(=C(C(=O)OC)C=C1)O